(R)-N'-((2-cyclopropyl-3-ethyl-6,7-dihydro-5H-cyclopenta[b]pyridin-4-yl)carbamoyl)-4-(2-hydroxypropan-2-yl)thiophene-2-sulfonimidamide C1(CC1)C1=C(C(=C2C(=N1)CCC2)NC(=O)N=[S@](=O)(N)C=2SC=C(C2)C(C)(C)O)CC